ζ-enantholactam C1(CCCCCCN1)=O